C1(CC1)CCN(C1=C2CN(C(C2=CC=C1)=O)C1C(NC(CC1)=O)=O)C1CCC(CC1)NCC1(COC1)F 3-(4-((2-cyclopropylethyl)((1r,4r)-4-(((3-fluorooxetan-3-yl)methyl)amino)cyclohexyl)amino)-1-oxoisoindolin-2-yl)piperidine-2,6-dione